tert-butyl 10-chloro-7-methyl-5-oxo-8-(((trifluoromethyl)sulfonyl)oxy)-4,5-dihydro-1H-chromeno[3,4-c]pyridine-3(2H)-carboxylate ClC=1C2=C(C(=C(C1)OS(=O)(=O)C(F)(F)F)C)OC(C=1CN(CCC12)C(=O)OC(C)(C)C)=O